ClC1=C(C=CC(=C1Cl)C1=C(N=C(S1)C=1OC(=NN1)C(C)(C)O)C(=O)N1CCC(CC1)(F)F)S(=O)(=O)NC1(CC1)C 2,3-dichloro-4-(4-(4,4-difluoropiperidine-1-carbonyl)-2-(5-(2-hydroxypropan-2-yl)-1,3,4-oxadiazol-2-yl)thiazol-5-yl)-N-(1-methylcyclopropyl)benzenesulfonamide